ClC1=C(OCC=2NC(C3=C(N2)N(N=C3)C3CCC(CC3)(F)F)=O)C=CC=C1 6-[(2-chlorophenoxy)methyl]-1-(4,4-difluorocyclohexyl)-1H-pyrazolo[3,4-d]pyrimidin-4(5H)-one